C(C)C1=NC2=CC(=C(C=C2C(N1C1=C(C=C(C=C1)OC)C)=O)I)F 2-Ethyl-7-fluoro-6-iodo-3-(4-methoxy-2-methylphenyl)quinazolin-4(3H)-one